N(=[N+]=[N-])CCOCCOCCOCCOCCOC 16-azido-2,5,8,11,14-pentaoxahexadecane